C(CCCCCCCCC)[Si](O)(O)O decyl-silanetriol